2-(difluoromethyl)-5-[5-[[4-(1H-pyrrolo[2,3-c]pyridin-5-yl)triazol-1-yl]methyl]thiophen-2-yl]-1,3,4-oxadiazole FC(C=1OC(=NN1)C=1SC(=CC1)CN1N=NC(=C1)C=1C=C2C(=CN1)NC=C2)F